(2R,4R)-6-chloro-4-hydroxy-N-(3-{2-[cis-3-(trifluoromethoxy)cyclobutyl]-1,3-thiazol-4-yl}bicyclo[1.1.1]pent-1-yl)-3,4-dihydro-2H-1-benzopyran-2-carboxamide ClC=1C=CC2=C([C@@H](C[C@@H](O2)C(=O)NC23CC(C2)(C3)C=3N=C(SC3)[C@@H]3C[C@@H](C3)OC(F)(F)F)O)C1